1-(1-methoxyisoquinolin-5-yl)-5-(trifluoromethyl)-1H-pyrazole-4-carboxylic acid COC1=NC=CC2=C(C=CC=C12)N1N=CC(=C1C(F)(F)F)C(=O)O